COS(=O)(=O)[O-].C1=CC=CC2=[NH+]C3=CC=CC=C3C=C12 acridinium methyl-sulfate salt